4-(3,5-difluoro-3'-propoxy-biphenyl-4-yloxy)-butyric acid ethyl ester C(C)OC(CCCOC1=C(C=C(C=C1F)C1=CC(=CC=C1)OCCC)F)=O